CN1C(=CC(=C1)[N+](=O)[O-])C(=O)NCCN1CCOCC1 1-methyl-N-(2-morpholinoethyl)-4-nitro-1H-pyrrole-2-carboxamide